(R)-[4-Fluoro-3-(7-morpholin-4-yl-quinazolin-4-yl)phenyl]-(6-methoxypyridazin-3-yl)methanol FC1=C(C=C(C=C1)[C@@H](O)C=1N=NC(=CC1)OC)C1=NC=NC2=CC(=CC=C12)N1CCOCC1